C[C@@]1([C@@H](O[C@@H]([C@H]1O)CO)N1C(=S)NC(=S)C=C1)O 2'-methyl-2,4-dithiouridine